ClC=1N=CC=C2C1NC(=C2)C(=O)NC21CC(C2)(C1)F 7-chloro-N-[3-fluorobicyclo[1.1.1]pentan-1-yl]-1H-pyrrolo[2,3-c]pyridine-2-carboxamide